FC1=C(C(=O)NCC2CCC(CC2)N2N=C3C=C(C=CC3=C2)C=2C=C3CN(CC3=CC2)C(=O)OC(C)(C)C)C=C(C(=C1F)OCC1=CC=C(C=C1)OC)F tert-butyl 5-{2-[(1r,4r)-4-({2,3,5-trifluoro-4-[(4-methoxyphenyl)methoxy]benzamido}methyl)cyclohexyl]-2H-indazol-6-yl}-1,3-dihydro-2H-isoindole-2-carboxylate